(9Z,12Z)-1-(5-methoxy-3-(1-methylpyrrolidin-3-yl)-1H-indol-1-yl)octadeca-9,12-dien-1-one COC=1C=C2C(=CN(C2=CC1)C(CCCCCCC\C=C/C\C=C/CCCCC)=O)C1CN(CC1)C